CN1C=2C=NC(=NC2N(CC1=O)C1=C2C(=NC=C1)NC=C2)C2=NC(=CC=C2)C 5-methyl-2-(6-methylpyridin-2-yl)-8-(1H-pyrrolo[2,3-b]pyridin-4-yl)-7,8-dihydropteridin-6(5H)-one